(S)-(1-hydroxycyclopropyl)(7-(3-methyl-1H-pyrrolo[2,3-b]pyridin-5-yl)-5-(pyrrolidin-2-yl)-3,4-dihydroisoquinolin-2(1H)-yl)methanone OC1(CC1)C(=O)N1CC2=CC(=CC(=C2CC1)[C@H]1NCCC1)C=1C=C2C(=NC1)NC=C2C